1,4-butandiol diacrylate C(C=C)(=O)OCCCCOC(C=C)=O